COC1=NC=C(C2=C1N=C(S2)[NH-])C2CNCCC2 (4-methoxy-7-piperidin-3-yl-thiazolo[4,5-c]pyridin-2-yl)-amid